C(CCC\C=C/C\C=C/C\C=C/C\C=C/CCCCC)(=O)O[C@H](CO)COP(=O)(O)OCCN 2-arachidonoyl-sn-glycero-3-phosphoethanolamine